4-(((2-(6-((R)-3-Aminopiperidine-1-carbonyl)-3-methylpyrazolo[1,5-a]pyridin-2-yl)-1-(cyclopropylmethyl)-1H-pyrrolo[2,3-c]pyridin-7-yl)oxy)methyl)pyrrolidin-2-one N[C@H]1CN(CCC1)C(=O)C=1C=CC=2N(C1)N=C(C2C)C2=CC=1C(=C(N=CC1)OCC1CC(NC1)=O)N2CC2CC2